OCC1CCC(CC1)C(=O)N 4-(hydroxymethyl)cyclohexylcarboxamide